NC=1C=NC(=NC1)C(=O)O 5-AMINOPYRIMIDINE-2-CARBOXYLIC ACID